Cl.C=1C=C(CN2C=CC=CC12)C(=O)OC Methyl quinolizine-3-carboxylate hydrochloride